FC=1C=C(C=C(C1)F)NC(NC1=C(C(=O)NCCC)C=CC(=C1)F)=O 2-[3-(3,5-difluorophenyl)ureido]-4-fluoro-N-propylbenzamide